ClCC(=O)NC1=CC=C(C=C1)OC1=CC=C(C=C1)[N+](=O)[O-] 2-chloro-N-(4-(4-nitrophenoxy)phenyl)acetamide